O[C@@]1([C@@H](CC[C@H](C1)C)C(C)C)C(=O)NCC1=CC(=CC=C1)O (1S,2S,5R)-1-hydroxy-N-[(3-hydroxyphenyl)methyl]-2-isopropyl-5-methyl-cyclohexanecarboxamide